2-butyl-1-((tetrahydro-2H-pyran-4-yl)methyl)-1H-imidazo[4,5-d]thiophene C(CCC)C1=NC2=C(C=CS2)N1CC1CCOCC1